[4-(4-methylpiperazin-1-yl)phenyl]boronic acid CN1CCN(CC1)C1=CC=C(C=C1)B(O)O